4-((S)-1-(difluoromethyl)-5-fluoro-2,3-dihydro-1H-benzo[d]pyrrolo[1,2-a]imidazol-7-yl)-5-fluoro-N-(5-(((R)-hexahydropyrrolo[1,2-a]pyrazin-2(1H)-yl)methyl)pyridin-2-yl)pyrimidin-2-amine FC([C@@H]1CCC=2N1C1=C(N2)C(=CC(=C1)C1=NC(=NC=C1F)NC1=NC=C(C=C1)CN1C[C@@H]2N(CC1)CCC2)F)F